1,2-dimethylpyridinium triflate [O-]S(=O)(=O)C(F)(F)F.C[N+]1=C(C=CC=C1)C